Cl.O1CCC(=CC1)C1=NN2C(N(C(=C(C2=O)N2CCNCC2)CC)CC(=O)OCC)=N1 ethyl 2-(2-(3,6-dihydro-2H-pyran-4-yl)-5-ethyl-7-oxo-6-(piperazin-1-yl)-[1,2,4]triazolo[1,5-a]pyrimidin-4(7H)-yl)acetate hydrochloride